FC1=C(C(=CC=C1)OC)C1=NC=CC2=C1CN(C2=O)C2=NC(=NC(=C2)C)N2[C@H](CNCC2)CO 4-(2-fluoro-6-methoxyphenyl)-2-(2-((R)-2-(hydroxymethyl)piperazin-1-yl)-6-methylpyrimidin-4-yl)-2,3-dihydro-1H-pyrrolo[3,4-c]pyridin-1-one